N-(4-fluorophenyl)-2,6-diazaspiro[3.3]heptan-2-carbothioamide FC1=CC=C(C=C1)NC(=S)N1CC2(C1)CNC2